5-((5-Chloro-3-(2,2-difluoroethoxy)pyridin-2-yl)oxy)thiazolo[5,4-b]pyridine-2-carboxylic acid ClC=1C=C(C(=NC1)OC1=CC=C2C(=N1)SC(=N2)C(=O)O)OCC(F)F